(S)-2-amino-3-(pyridin-3-yl)propionic acid methyl ester COC([C@H](CC=1C=NC=CC1)N)=O